C(C)(C)(C)OC(=O)NCC1=CC(=C(C=C1)C1=NN2C(NC3=C(CC2)C=C(C=C3)N3CCN(CC3)C(=O)OCC3=CC=CC=C3)=C1C#N)F benzyl 4-(2-(4-(((tert-butoxycarbonyl)amino)methyl)-2-fluorophenyl)-3-cyano-9,10-dihydro-4H-benzo[d]pyrazolo[1,5-a][1,3]diazepin-7-yl)piperazine-1-carboxylate